4,4-dimethyl-4,5-dihydro-2H-pyrazolo[4,3-H]quinazoline-3-carboxylic acid ethyl ester C(C)OC(=O)C=1NN=C2C1C(CC=1C=NC=NC21)(C)C